CS(=O)(=O)OC[C@H]1N(C(CC1)=O)C (S)-(1-methyl-5-oxopyrrolidin-2-yl)methyl methanesulfonate